BrC=1C=C(C#N)C=CC1N1N=CC(=C1)C1=C2C(=NC=C1)NC=C2 3-bromo-4-[4-(1H-pyrrolo[2,3-b]pyridin-4-yl)-1H-pyrazol-1-yl]benzonitrile